C(C)(=O)C1=C(C=CC=C1)NC(C1=NC=C(C=C1F)F)=O N-(2-acetylphenyl)-3,5-difluoropicolinamide